(±)-cis-N-(8-chloro-6-(5-isopropyl-1H-pyrazol-4-yl)isoquinolin-3-yl)-2-fluorocyclopropanecarboxamide ClC=1C=C(C=C2C=C(N=CC12)NC(=O)[C@H]1[C@H](C1)F)C=1C=NNC1C(C)C |r|